[4-(2-chloroethyl)piperazin-1-yl]-[2-chloro-4-[[3-(3-fluoro-4-methoxy-phenyl)imidazo[1,2-a]pyrazin-8-yl]amino]phenyl]methanone ClCCN1CCN(CC1)C(=O)C1=C(C=C(C=C1)NC=1C=2N(C=CN1)C(=CN2)C2=CC(=C(C=C2)OC)F)Cl